Diethyl ((4-((3,6-dichloro-9H-carbazole-9-yl)methyl)cyclohexyl)methyl)phosphonate ClC=1C=CC=2N(C3=CC=C(C=C3C2C1)Cl)CC1CCC(CC1)CP(OCC)(OCC)=O